C(C)(C)(C)OC(=O)N1C(CN(CC1)C(=O)OC(C)(C)C)CC(=O)O 2-[1,4-Di(t-Butoxycarbonyl)piperazin-2-yl]acetic acid